IC1=C(CN2N=NC(=C2)C2=CC=CC=C2)C=CC=C1 1-(2-iodobenzyl)-4-phenyl-1,2,3-triazole